ethyl 1-[[4-[[2-(trifluoromethyl)-1,3-dioxolan-2-yl]methoxy]-phenyl]methyl]-1H-pyrazole-4-carboxylate FC(C1(OCCO1)COC1=CC=C(C=C1)CN1N=CC(=C1)C(=O)OCC)(F)F